C1(=CC=C(C=C1)NC(CSC1=NC2=CC=CC=C2C=C1C#N)=O)C1=CC=CC=C1 N-([1,1'-biphenyl]-4-yl)-2-((3-cyanoquinolin-2-yl)thio)acetamide